2-(tert-butylamino)-1-(4-(trifluoromethyl)phenyl)ethanol C(C)(C)(C)NCC(O)C1=CC=C(C=C1)C(F)(F)F